N-(3-(3,5-difluoropyridin-2-yl)-1-(trans-4-ethoxycyclohexyl)-1H-pyrazol-4-yl)-6-(1H-pyrazol-4-yl)picolinamide FC=1C(=NC=C(C1)F)C1=NN(C=C1NC(C1=NC(=CC=C1)C=1C=NNC1)=O)[C@@H]1CC[C@H](CC1)OCC